C(C(O)C(O)C(=O)Br)(=O)Br tartaric acid, bromide